N-(biphenyl-4-yl)-N-[4-(9-phenyl-9H-carbazol-3-yl)phenyl]-9,9-dimethyl-9H-fluorene-2-amine C1(=CC=C(C=C1)N(C1=CC=2C(C3=CC=CC=C3C2C=C1)(C)C)C1=CC=C(C=C1)C=1C=CC=2N(C3=CC=CC=C3C2C1)C1=CC=CC=C1)C1=CC=CC=C1